tert-butyl (2R,5S)-4-(6,7-dichloro-1-(2-isopropyl-4-methylpyridin-3-yl)-2-oxo-1,2-dihydropyrido[2,3-d]pyrimidin-4-yl)-2,5-dimethylpiperazine-1-carboxylate ClC1=CC2=C(N(C(N=C2N2C[C@H](N(C[C@@H]2C)C(=O)OC(C)(C)C)C)=O)C=2C(=NC=CC2C)C(C)C)N=C1Cl